N9-allylpurine C(C=C)N1C2=NC=NC=C2N=C1